N-(4-((3,3-dimethyl-pyrrolidin-1-yl)methyl)-pyridin-2-yl)-5-(5-methyl-1H-pyrazol-4-yl)thiazolo[5,4-b]pyridin-2-amine CC1(CN(CC1)CC1=CC(=NC=C1)NC=1SC2=NC(=CC=C2N1)C=1C=NNC1C)C